2,6-dichloro-4-(1-(4-methyl-4H-1,2,4-triazol-3-yl)-3-methylene-cyclobutyl)pyridine ClC1=NC(=CC(=C1)C1(CC(C1)=C)C1=NN=CN1C)Cl